FC1=CC=C(C(=O)NC23CCC(CC2)(CC3)C(F)(F)F)C=C1 4-fluoro-N-(4-(trifluoromethyl)bicyclo[2.2.2]oct-1-yl)benzamide